O1CCCC1 (R)-tetrahydrofuran